P(=O)(OC1(C(C=CC=C1)C)C)(OCCCCCCCCCCCCCCCC)[O-] o-dimethylphenyl hexadecyl phosphate